N-(p-tolylaminocarbonyl)-glutamine C1(=CC=C(C=C1)NC(=O)N[C@@H](CCC(N)=O)C(=O)O)C